ClC1=NC(=CC2=C1CCN2C(=O)OC(C)(C)C)Cl tert-butyl 4,6-dichloro-2,3-dihydro-1H-pyrrolo[3,2-c]pyridine-1-carboxylate